1-methyl-3-(piperidin-3-yl)pyridin-2(1H)-one CN1C(C(=CC=C1)C1CNCCC1)=O